n-amylcyclopentenone C(CCCC)C=1C(CCC1)=O